(3-bromo-2-methoxyphenyl)ethanol BrC=1C(=C(C=CC1)C(C)O)OC